methyl 2-amino-2-(2,4-difluoro-3-(trifluoromethoxy)phenyl)acetate NC(C(=O)OC)C1=C(C(=C(C=C1)F)OC(F)(F)F)F